bis-(isocyanatocyclohexyl)methane Tert-Butyl-7-fluoro-5-formyl-3,4-dihydroisoquinoline-2(1H)-carboxylate C(C)(C)(C)OC(=O)N1CC2=CC(=CC(=C2CC1)C=O)F.N(=C=O)C1(CCCCC1)CC1(CCCCC1)N=C=O